C1(CC1)COC1=C(OC2C3CN(CC2CC3)C=3N=NC(=CC3)C(F)(F)F)C=CC(=C1)C(F)(F)F (8-anti)-8-(2-cyclopropylmethoxy-4-trifluoromethyl-phenoxy)-3-(6-trifluoromethyl-pyridazin-3-yl)-3-azabicyclo[3.2.1]octane